ClC=1C=C2C3(C(N(CC2=CC1Cl)CC)=O)CC(C3)O 6',7'-dichloro-2'-ethyl-3-hydroxy-1',2'-dihydro-3'H-spiro[cyclobutane-1,4'-isoquinoline]-3'-one